1-((2-ethylhexyl)oxy)-3-iodo-5-pentadecylbenzene C(C)C(COC1=CC(=CC(=C1)CCCCCCCCCCCCCCC)I)CCCC